6-((3-methoxy-4-((tetrahydrofuran-2-yl)methoxy)phenyl)amino)-3-morpholino-quinoxaline-5-carbonitrile COC=1C=C(C=CC1OCC1OCCC1)NC1=C(C=2N=C(C=NC2C=C1)N1CCOCC1)C#N